ClC1=C(C=NC(=C1)Cl)B(O)O 4,6-DICHLOROPYRIDINE-3-BORONIC ACID